FC1(C[C@H]2C([C@H]2C1)NC(=O)C=1C=C(C2=C(C(CO2)C2=CC=CC=C2)C1)C(=O)NC)F (+/-)-N5-((1R,5S,6r)-3,3-Difluorobicyclo[3.1.0]hexan-6-yl)-N7-methyl-3-phenyl-2,3-dihydrobenzofuran-5,7-dicarboxamid